4-((2S,3R,4R,5S)-3-(2-methoxy-3-(trifluoromethyl)phenyl)-4,5-dimethyl-5-(trifluoromethyl)tetrahydrofuran-2-carboxamido)picolinamide COC1=C(C=CC=C1C(F)(F)F)[C@@H]1[C@H](O[C@@]([C@@H]1C)(C(F)(F)F)C)C(=O)NC1=CC(=NC=C1)C(=O)N